3-bromo-6-(2,2-difluoro-1-methyl-cyclopropyl)-5H-pyrrolo[2,3-b]pyrazine BrC1=CN=C2C(=N1)NC(=C2)C2(C(C2)(F)F)C